tert-butyl 4-(6-cyclopropyl-1,3-benzoxazol-2-yl)piperidine-1-carboxylate tert-Butyl-4-(6-bromo-1,3-benzoxazol-2-yl)piperidine-1-carboxylate C(C)(C)(C)OC(=O)N1CCC(CC1)C=1OC2=C(N1)C=CC(=C2)Br.C2(CC2)C2=CC1=C(N=C(O1)C1CCN(CC1)C(=O)OC(C)(C)C)C=C2